C(C)OCC1OC(OC1)=O 4-ethoxymethyl-1,3-dioxolane-2-one